[SH2]=N sulphimide